6-chloro-1-isopropyl-3-nitro-pyrazolo[5,4-b]pyridine ClC1=CC=C2C(=N1)N(N=C2[N+](=O)[O-])C(C)C